ClC=1C=C(C=C2C(=C(C=NC12)C(C)(C)O)C)B1OC(C(O1)(C)C)(C)C 2-(8-chloro-4-methyl-6-(4,4,5,5-tetramethyl-1,3,2-dioxaborolan-2-yl)quinolin-3-yl)propan-2-ol